FC1(CC=C(C=C1)C1=CC=C(C=C1)C1=CC=CC=C1)F 4,4-difluoro-p-terphenyl